tert-butyl (2R,5S)-4-(7-chloro-8-fluoro-2-(((2R,7aS)-2-fluorotetrahydro-1H-pyrrolizin-7a(5H)-yl)methoxy)pyrido[4,3-d]pyrimidin-4-yl)-2,5-dimethylpiperazine-1-carboxylate ClC1=C(C=2N=C(N=C(C2C=N1)N1C[C@H](N(C[C@@H]1C)C(=O)OC(C)(C)C)C)OC[C@]12CCCN2C[C@@H](C1)F)F